C(C=C)N(C(C(Cl)(Cl)Cl)=O)CC1=CC=CC=C1 N-allyl-N-benzyl-2,2,2-trichloro-ethanamide